3-((6-methyl-2-(3-(naphthalen-2-yl)ureido)pyrimidin-4-yl)amino)propanamide methyl-2-((tert-butoxycarbonyl)amino)-3-(4,5,6,7-tetrahydrobenzo[d]thiazol-4-yl)acrylate COC(C(=CC1CCCC2=C1N=CS2)NC(=O)OC(C)(C)C)=O.CC2=CC(=NC(=N2)NC(=O)NC2=CC1=CC=CC=C1C=C2)NCCC(=O)N